C(C)(=O)N1C(CNCC1C)C(=O)NCC1=CC=C(C=C1)C1=NC=CC=N1 1-acetyl-6-methyl-N-(4-(pyrimidin-2-yl)benzyl)piperazine-2-carboxamide